di-lauryl-β,β'-thio-di-propionate C(CCCCCCCCCCC)OC(CCSCCC(=O)OCCCCCCCCCCCC)=O